potassium 2-(2,5-dihydroxy-4-octadecylphenyl)-2-methylpropanesulfonate OC1=C(C=C(C(=C1)CCCCCCCCCCCCCCCCCC)O)C(CS(=O)(=O)[O-])(C)C.[K+]